COCCOCCN1N=C(C(=C1)C=1C(=NC(=CC1)C(=O)N)C1=C(C=NC=C1)C)C1=NC=CC=C1 (1-(2-(2-methoxyethoxy)ethyl)-3-(pyridin-2-yl)-1H-pyrazol-4-yl)-3'-methyl-[2,4'-bipyridine]-6-carboxamide